(2R,4S)-4-(4-amino-3-((4,6-difluoro-1,2-dimethyl-1H-benzo[d]imidazol-5-yl)ethynyl)-1H-pyrazolo[3,4-d]pyrimidin-1-yl)-2-(methoxymethyl)pyrrolidine-1-carboxylic acid tert-butyl ester C(C)(C)(C)OC(=O)N1[C@H](C[C@@H](C1)N1N=C(C=2C1=NC=NC2N)C#CC2=C(C1=C(N(C(=N1)C)C)C=C2F)F)COC